6-chloro-1-(3,3-difluoropropyl)-2-(1,3,4-oxadiazol-2-yl)-1H-indole-3-carbaldehyde ClC1=CC=C2C(=C(N(C2=C1)CCC(F)F)C=1OC=NN1)C=O